FC(CC1CN(C2=CC=CC=C2C1=O)S(=O)(=O)C1=CC=C(C)C=C1)F 3-(2,2-difluoroethyl)-1-p-toluenesulfonyl-2,3-dihydroquinolin-4-one